ethyl (S)-3-(4-chlorophenyl)-2-(n-butylsulfonylamino)-propionate ClC1=CC=C(C=C1)C[C@@H](C(=O)OCC)NS(=O)(=O)CCCC